tert-butyl 4-((6-chloro-3-(trifluoromethyl)pyridazin-4-ylamino)methyl)piperidine-1-carboxylate ClC1=CC(=C(N=N1)C(F)(F)F)NCC1CCN(CC1)C(=O)OC(C)(C)C